trans-4-((5-fluoro-4-(3-(piperidin-1-yl)phenyl)pyrimidin-2-yl)amino)cyclohexyl 4-(4-(4-((2,6-dioxopiperidin-3-yl)amino)-2-fluorophenyl)piperazin-1-yl)piperidine-1-carboxylate O=C1NC(CCC1NC1=CC(=C(C=C1)N1CCN(CC1)C1CCN(CC1)C(=O)O[C@@H]1CC[C@H](CC1)NC1=NC=C(C(=N1)C1=CC(=CC=C1)N1CCCCC1)F)F)=O